ClC1=CC(=CN=N1)C=1C=CC(=NC1)N1CCN(CC1)CC(=O)OC(C)(C)C tert-butyl 2-(4-(5-(6-chloropyridazin-4-yl)pyridin-2-yl)piperazin-1-yl)acetate